BrC1=NC=C(C=N1)OC(C)C 2-bromo-5-isopropoxy-pyrimidine